2-Fluoro-4-(6-(3-fluoro-4-methoxyphenyl)-2-((piperidin-4-ylmethyl)amino)quinazolin-4-yl)benzonitrile FC1=C(C#N)C=CC(=C1)C1=NC(=NC2=CC=C(C=C12)C1=CC(=C(C=C1)OC)F)NCC1CCNCC1